2-(2,5-dimethylpyrrol-1-yl)-3-methyl-6-(3-pyridyloxy)imidazo[4,5-b]pyridine CC=1N(C(=CC1)C)C1=NC=2C(=NC=C(C2)OC=2C=NC=CC2)N1C